C(C1=CC=CC=C1)OC(=O)NC(C(=O)OCC1=CC=CC=C1)CNC(=O)C1=CC2=NC=CC(=C2S1)Br benzyl 2-(((benzyloxy)carbonyl)amino)-3-(7-bromothieno[3,2-b]pyridine-2-carboxamido)propanoate